tert-Butyl (R)-3-((4-chloropyrido[3,4-d]pyridazin-1-yl)amino)piperidine-1-carboxylate ClC=1N=NC(=C2C1C=NC=C2)N[C@H]2CN(CCC2)C(=O)OC(C)(C)C